ClC=1C(=CC(=C(C1)NC1=NC=NC2=CC(=C(C=C12)NC(C=CCN(C)C)=O)OC)C(C)(C)O)OC1=C(C(=CC=C1)F)F N-(4-((5-chloro-4-(2,3-difluorophenoxy)-2-(2-hydroxypropan-2-yl)phenyl)amino)-7-methoxyquinazolin-6-yl)-4-(Dimethylamino)but-2-enamide